C(CCC)O[Zn] butoxyzinc